FC1([C@](C[C@]2(CO2)CC1)(C)CN1C=NC2=C1C=C(C=C2)C#N)F 1-(((3S,5S)-6,6-difluoro-5-methyl-1-oxaspiro[2.5]octan-5-yl)methyl)-1H-benzo[d]imidazole-6-carbonitrile